C(C)OC(=O)C1CCC2(CN(C(O2)=O)C)CC1 (trans)-3-methyl-2-oxo-1-oxa-3-azaspiro[4.5]Decane-8-carboxylic acid ethyl ester